C(CC(C)C)O.[K] potassium isopentanol